ClC=1C=CC(=C(C1)O)C1=C2C(=C(N=N1)N[C@H]1CN(CCC1)C)N=CC=C2 5-chloro-2-(8-{[(3R)-1-methylpiperidin-3-yl]amino}pyrido[2,3-d]pyridazin-5-yl)phenol